ClC=1C=CC=C2C(=C(C=NC12)C#N)NC1=CC(=C(C=C1)F)Cl 8-chloro-4-((3-chloro-4-fluorophenyl)amino)quinoline-3-carbonitrile